C=C(C(=O)[O-])CC1=CC(=C(C(=C1)C(C)(C)C)O)C(C)(C)C methylene-3-(3',5'-di-t-butyl-4-hydroxyphenyl)-propionate